C(C1=CC(=C(N)C(=C1)CCCCC)CCCCC)C1=CC(=C(N)C(=C1)CCCCC)CCCCC 4,4'-methylenebis(2,6-di(n-pentyl)aniline)